C1(=C(C=CC=C1)COC1=C(C2=C(SC(=C2)C(CCC(=O)O)=O)C=C1OC)F)COC1=C(C2=C(SC(=C2)C(CCC(=O)O)=O)C=C1OC)F 4,4'-(((1,2-phenylenebis(methylene))bis(oxy))bis(4-fluoro-6-methoxybenzo[b]thiophene-5,2-diyl))bis(4-oxobutanoic acid)